CN(C1=CC=C(C=C1)/C=C/C(=O)C1=C(C=C(C=C1O)O)O)C (E)-3-[4-(Dimethylamino)phenyl]-1-(2,4,6-trihydroxyphenyl)prop-2-en-1-one